((2S,4S)-1-acryloyl-4-(6,8-dichloro-7-(2,3-dichlorophenyl)-4-(3-(dimethylamino)azetidin-1-yl)-1H-[1,2,3]triazolo[4,5-c]quinolin-1-yl)piperidin-2-yl)acetonitrile C(C=C)(=O)N1[C@@H](C[C@H](CC1)N1N=NC=2C(=NC=3C(=C(C(=CC3C21)Cl)C2=C(C(=CC=C2)Cl)Cl)Cl)N2CC(C2)N(C)C)CC#N